F[C@]1(CN(CC[C@H]1O)C1=NC=CC(=N1)NC=1N=CC2=C(C=CC(=C2C1)C(CF)C)N1CC(C1)CS(=O)(=O)C)C (3S,4R)-3-fluoro-1-(4-{[5-(1-fluoropropan-2-yl)-8-[3-(methanesulfonylmeth-yl)azetidin-1-yl]isoquinolin-3-yl]amino}pyrimidin-2-yl)-3-methylpiperidin-4-ol